C(C)OC(=O)C=1C(=NN(C1Br)CCC(CO[Si](C)(C)C(C)(C)C)(F)F)Br 3,5-dibromo-1-[4-[tert-butyl-(dimethyl)silyl]oxy-3,3-difluorobutyl]pyrazole-4-carboxylic acid ethyl ester